N1=CC(=CC=C1)N1CCC2=CC(=C(C=C12)C(=O)OC)N methyl N-(pyridin-3-yl)-5-aminoindoline-6-carboxylate